sodium N-[2,6-di(prop-2-yl)phenyl]sulfonamide CC(C)C1=C(C(=CC=C1)C(C)C)NS(=O)=O.[Na]